(2R,5S)-5-((S)-1-hydroxyethyl)-2-methylpiperazine-1-carboxylic acid Tert-butyl ester C(C)(C)(C)OC(=O)N1[C@@H](CN[C@@H](C1)[C@H](C)O)C